C(C#C)CCONCCCC[C@H](N)C(=O)O N6-(propargylethoxy)-L-lysine